2-(2-aminoethylamino)-4-(3-methylanilino)pyrimidine-5-carboxamide NCCNC1=NC=C(C(=N1)NC1=CC(=CC=C1)C)C(=O)N